BrCC(=O)NC1=CC=C2C(=C(NC2=C1)C1=CC=CC=C1)C(C[N+](=O)[O-])C1=CC=CC=C1 2-bromo-N-(3-(2-nitro-1-phenylethyl)-2-phenyl-1H-indol-6-yl)acetamide